(R)-(-)-1-octene-3-ol C=C[C@@H](CCCCC)O